ClC1=NC2=CC(=CC=C2C(=C1)C1=C(C=CC=C1)C)OC 2-chloro-7-methoxy-4-(o-tolyl)quinoline